(R)-2-fluoro-4-(4-methyl-1H-imidazol-1-yl)-N-(pyrrolidin-3-yl)benzamide TFA salt OC(=O)C(F)(F)F.FC1=C(C(=O)N[C@H]2CNCC2)C=CC(=C1)N1C=NC(=C1)C